(R)-2-((4-(2-(6-fluoro-1H-indol-3-yl)acetyl)morpholin-2-yl)methyl)isoindoline-1,3-dione FC1=CC=C2C(=CNC2=C1)CC(=O)N1C[C@@H](OCC1)CN1C(C2=CC=CC=C2C1=O)=O